amino-4-(5-bromo-4-hydroxy-1-oxoisoindolin-2-yl)-5-oxopentanoic acid (S)-tert-butyl ester C(C)(C)(C)OC(C(CC(C=O)N1C(C2=CC=C(C(=C2C1)O)Br)=O)N)=O